di(2-methyl-2-butyl) malonate C(CC(=O)OC(C)(CC)C)(=O)OC(C)(CC)C